FC1=C(C=CC=C1)C([2H])([2H])NC([C@@H](C)NC(OC(C)(C)C)=O)=O tert-butyl (R)-(1-(((2-fluorophenyl)methyl-d2)amino)-1-oxopropan-2-yl)carbamate